3-(3,4-dihydroxyphenyl)-2-eicosanyl acrylate C(C=C)(=O)OC(C)C(CCCCCCCCCCCCCCCCC)C1=CC(=C(C=C1)O)O